N[C@H]1[C@@H]2N(C[C@H]1CC2)C(=O)C2=CC1=C(N(C(=N1)C1=CC=3C(=NC(=CC3)C3=C(C=C(C(=O)N)C=C3)F)N1CC1CC1)C)C(=C2)OC 4-(2-{5-[(1R,4R,7R)-7-amino-2-azabicyclo[2.2.1]heptane-2-carbonyl]-7-methoxy-1-methyl-1H-1,3-benzodiazol-2-yl}-1-(cyclopropylmethyl)-1H-pyrrolo[2,3-b]pyridin-6-yl)-3-fluorobenzamide